cyclopentanesulfonamide TFA salt OC(=O)C(F)(F)F.C1(CCCC1)S(=O)(=O)N